C1(=CC=CC=C1)C#C[2H] phenylacetylene-d1